C(C)(C)C1=C(NC=C1C1=NN(C=C1)C(C)C)C(=O)OC methyl 3-isopropyl-4-(1-isopropyl-1H-pyrazol-3-yl)-1H-pyrrole-2-carboxylate